NC1=NC2=CC=C(C=C2C=C1C)C(=O)N(CC1=NC=C(C=C1)C(F)(F)F)[C@@H]1COCC2=C1C=CC=C2 2-amino-N-((4S)-3,4-dihydro-1H-2-benzopyran-4-yl)-3-methyl-N-((5-(trifluoromethyl)-2-pyridinyl)methyl)-6-quinolinecarboxamide